1-[5-fluoro-2,4-bis(methoxymethoxy)phenyl]cyclobutanol FC=1C(=CC(=C(C1)C1(CCC1)O)OCOC)OCOC